4-(4-(2,6-dioxopiperidin-3-yl)-2-fluorophenyl)piperidine O=C1NC(CCC1C1=CC(=C(C=C1)C1CCNCC1)F)=O